5-Chloro-3-iodo-4-methoxy-1H-indazole ClC=1C(=C2C(=NNC2=CC1)I)OC